4-((2-methylthiazol-4-yl)ethynyl)-N-(4-chlorophenyl)thieno[2,3-c]pyridine-2-carboxamide CC=1SC=C(N1)C#CC1=C2C(=CN=C1)SC(=C2)C(=O)NC2=CC=C(C=C2)Cl